(3R,4S)-4-amino-1-(5-(6-(2,2-difluoroethoxy)-1H-pyrazolo[3',4':3,4]pyrazolo[1,5-a]pyridin-4-yl)pyridin-2-yl)-3-hydroxypiperidine hydrochloride Cl.N[C@@H]1[C@@H](CN(CC1)C1=NC=C(C=C1)C=1C=2N(C=C(C1)OCC(F)F)N=C1C2C=NN1)O